4-(1-benzyl-4-(5-fluoropyridin-2-yl)-1H-imidazol-5-yl)-1H-pyrrolo[2,3-b]pyridine C(C1=CC=CC=C1)N1C=NC(=C1C1=C2C(=NC=C1)NC=C2)C2=NC=C(C=C2)F